C(=O)(OC(C)(C)C)NS(=O)(=O)Cl Boc-sulfamoyl chloride